4-(3,4-dimethoxyphenyl)butanoic acid COC=1C=C(C=CC1OC)CCCC(=O)O